NC1=C(SC2=NC(=CC=C21)C)C(=O)NCCC2=CC=C(C=C2)C2CC1CCC(C2)N1C(=O)OC(C)(C)C tert-Butyl 3-(4-(2-(3-amino-6-methylthieno[2,3-b]pyridine-2-carboxamido)ethyl) phenyl)-8-azabicyclo[3.2.1]octane-8-carboxylate